CC=1C=C(C(=C)C)C=C(C1)C 3,5-dimethyl-alpha-methylstyrene